N-hydroxy-5-((5-(5-(trifluoromethyl)pyridin-2-yl)oxazol-2-yl)amino)pyridine ON1CC=CC(=C1)NC=1OC(=CN1)C1=NC=C(C=C1)C(F)(F)F